(8R)-9-chloro-10-fluoro-8-methyl-15,16-dihydro-8H-3,6-ethenoimidazo[5,1-f][1,10,4,7,8]benzodioxatriazacyclotridecin-17(14H)-one ClC1=C(C=CC2=C1[C@H](OC1=NN3C(C(NCCO2)=O)=CN=C3C=C1)C)F